C(CCCCCCCCCCCCCCCCC)SSCCO 2-(octadecyldithio)ethanol